C(=O)C1=CC=C(C=N1)N1CCN(CC1)C(=O)OCC1=CC=CC=C1 benzyl 4-(6-formylpyridin-3-yl)piperazine-1-carboxylate